BrC1=CC(=NC2=CC=CC=C12)OC 4-Bromo-2-methoxyquinoline